tetra-n-propoxytin(IV) C(CC)O[Sn](OCCC)(OCCC)OCCC